C(C)OC1=CC=C2C=C(C(N(C2=N1)C=1C=NC(=CC1)C)=O)C1=CC=C(C=C1)OC 7-ethoxy-3-(4-methoxyphenyl)-1-(6-methylpyridin-3-yl)-1,8-naphthyridin-2(1H)-one